methyl 3-hydroxyfuro[2,3-b]pyridine-2-carboxylate OC1=C(OC2=NC=CC=C21)C(=O)OC